boc-benzyl aspartate N[C@@H](CC(=O)[O-])C(=O)OC(C1=CC=CC=C1)C(=O)OC(C)(C)C